C(C)(C)(C)OC(=O)N1CC2=C(CC1)NN=C2C(=O)N2CCC(CC2)C2=C(C=CC=C2C(F)(F)F)F 3-(4-(2-fluoro-6-(trifluoromethyl)phenyl)piperidine-1-carbonyl)-1,4,6,7-tetrahydro-5H-pyrazolo[4,3-c]pyridine-5-carboxylic acid tert-butyl ester